2,6-dimethyl-4-t-butylphenyl-sulfur trifluoride CC1=C(C(=CC(=C1)C(C)(C)C)C)S(F)(F)F